COC=1C=C2CCN3C(C2=CC1C=1N=NN(N1)C)=C(N=C3)CCC 8-methoxy-9-(2-methyl-2H-tetrazol-5-yl)-1-propyl-5,6-dihydroimidazo[5,1-a]isoquinoline